C1(=CC(=CC=C1)C1=NC(=NC=C1Cl)NC=1C=C(C=NC1)NC(CCCCCN1CCNCC1)=O)C1=CC=CC=C1 N-(5-((4-([1,1'-biphenyl]-3-yl)-5-chloropyrimidin-2-yl)amino)pyridin-3-yl)-6-(piperazin-1-yl)hexanamide